NC1=NNC2=NC=C(C=C21)C2=CC=C(CNC1=C(C(=O)NC3=CC(=CC=C3)C#N)C=C(C=N1)C(F)(F)F)C=C2 2-(4-(3-amino-1H-pyrazolo[3,4-b]pyridin-5-yl)benzylamino)-N-(3-cyanophenyl)-5-(trifluoromethyl)nicotinamide